N-((1r,4r)-4-(3-Chloro-4-cyanophenoxy)cyclohexyl)-6-((1-(2-(4-(4-(2,4-dioxotetrahydropyrimidin-1(2H)-yl)-1H-indol-1-yl)piperidin-1-yl)acetyl)azetidin-3-yl)oxy)pyridazine-3-carboxamide ClC=1C=C(OC2CCC(CC2)NC(=O)C=2N=NC(=CC2)OC2CN(C2)C(CN2CCC(CC2)N2C=CC3=C(C=CC=C23)N2C(NC(CC2)=O)=O)=O)C=CC1C#N